fluorenyl-carboxylic acid C1(=CC=CC=2C3=CC=CC=C3CC12)C(=O)O